OC1CCN(CC1)C(/C=C/C=1C=CC(=C(C(=O)O)C1)OC)=O (E)-5-(3-(4-hydroxypiperidin-1-yl)-3-oxoprop-1-en-1-yl)-2-methoxybenzoic acid